BrC=1C2(C3=CC=C(C(=C3C1)F)F)CCC(CC2)=O bromo-4',5'-difluorospiro[cyclohexane-1,1'-indene]-4-one